N1C(=CC=C1)N(C1CCC(CC1)=O)C=1NC=CC1 4-(dipyrrolylamino)cyclohexanone